N-(oxetan-3-yl)-5-(pyrido[2,3-b]pyrazin-7-yl)pyrrolo[2,1-f][1,2,4]triazin-2-amine O1CC(C1)NC1=NN2C(C=N1)=C(C=C2)C2=CC=1C(=NC=CN1)N=C2